7-[2-(3,3-DIFLUOROCYCLOBUTOXY)-5-[(1R,2R,6S,8R)-2,9,9-TRIMETHYL-3,5-DIOXA-4-BORATRICYCLO[6.1.1.02,6]DECAN-4-YL]PHENYL]CINNOLIN-4-AMINE FC1(CC(C1)OC1=C(C=C(C=C1)B1O[C@@]2([C@H]3C([C@@H](C[C@@H]2O1)C3)(C)C)C)C3=CC=C1C(=CN=NC1=C3)N)F